FC(C=1C=C(C=C(C1)C(F)(F)F)C1=NN(C=N1)\C=C/C(=O)NNC([C@H](C(C)C)NC(OC(C)(C)C)=O)=O)(F)F (S,Z)-tert-butyl (1-(2-(3-(3-(3,5-bis(trifluoromethyl)phenyl)-1H-1,2,4-triazol-1-yl)acryloyl)hydrazinyl)-3-methyl-1-oxobutan-2-yl)carbamate